C(C)(C)(C)OC(N(C)CC1=CN(C(=C1)C1=C(C=CC=C1)F)S(=O)(=O)C1=CC(=CC=C1)C#CCOC)=O tert-butyl((5-(2-fluorophenyl)-1-((3-(3-methoxyprop-1-yn-1-yl)phenyl)sulfonyl)-1H-Pyrrol-3-yl)methyl)(methyl)carbamate